OC(COC1=C(C(=O)C2=CC=C(C=C2)OC(C)(C)C)C=CC=C1)C 2-hydroxy-n-propoxy-4'-tert-butoxybenzophenone